BrC(C=O)=CC1=CC=CC=C1 α-Bromocinnamaldehyde